3-tert-butyl-5-[(3R)-3-amino-5-[(4-chlorophenyl)methyl]-8-fluoro-1,1,4-trioxo-2,3-dihydro-1λ6,5-benzothiazepin-7-yl]-1,3,4-oxadiazol-2-one C(C)(C)(C)N1C(OC(=N1)C=1C(=CC2=C(N(C([C@H](CS2(=O)=O)N)=O)CC2=CC=C(C=C2)Cl)C1)F)=O